OC1(COC1)CCOC1=C2C(=NC(=C1)C1=CNC3=CN=C(C=C31)NC(C)=O)C3(OCC2)COCC3 N-(3-(4'-(2-(3-hydroxyoxetan-3-yl)ethoxy)-4,5,5',6'-tetrahydro-2H-spiro[furan-3,8'-pyrano[3,4-b]pyridin]-2'-yl)-1H-pyrrolo[2,3-c]pyridin-5-yl)acetamide